2-butylhexyl (S)-2-(((S)-(((2R,3S,5R)-5-(6-amino-2-fluoro-9H-purin-9-yl)-2-ethynyl-3-hydroxytetrahydrofuran-2-yl)methoxy)(phenoxy)phosphoryl)amino)-3-(3,5-difluorophenyl)propanoate NC1=C2N=CN(C2=NC(=N1)F)[C@H]1C[C@@H]([C@@](O1)(C#C)CO[P@](=O)(OC1=CC=CC=C1)N[C@H](C(=O)OCC(CCCC)CCCC)CC1=CC(=CC(=C1)F)F)O